NC1C(CCCC1)NC(=O)N1C=CC2=C1N=CN=C2N(C)[C@H]2CN(CC[C@H]2C)C(CC#N)=O N-(2-aminocyclohexyl)-4-(((3R,4R)-1-(2-cyanoacetyl)-4-methylpiperidin-3-yl)(methyl)amino)-7H-pyrrolo[2,3-d]pyrimidine-7-carboxamide